ClC1=CC=C2C(=CNC2=C1)S(=O)(=O)NC1=NC=C(C(=N1)OC)OCCF 6-chloro-N-[5-(2-fluoroethoxy)-4-methoxy-pyrimidin-2-yl]-1H-indole-3-sulfonamide